O=C1N(CCC(N1)=O)C=1C=CC(=NC1)N1CCC(CC1)CN1CCN(CC1)C(=O)OC(C)(C)C tert-butyl 4-({1-[5-(2,4-dioxo-1,3-diazinan-1-yl)pyridin-2-yl]piperidin-4-yl} methyl)piperazine-1-carboxylate